CC1=CC=C(C(=O)OC2=C(C(=CC(=C2)Br)\C=N/C(CC2=CC=C(C=C2)O)C(CO)=O)OC(C(C)C)=O)C=C1 (Z)-5-bromo-3-((4-hydroxy-1-(4-hydroxy-phenyl)-3-oxobutan-2-ylimino)methyl)-2-(isobutyryloxy)phenyl 4-methylbenzoate